C1=CC=NC(=C1)C2=CC=CC=N2.C1=CC=NC(=C1)C2=CC=CC=N2.C1=CC=NC(=C1)C2=CC=CC=N2.[Ru+2] The molecule is a ruthenium coordination entity consisting of ruthenium(II) bound to three 2,2'-bipyridine units. It has a role as a fluorochrome. It contains a 2,2'-bipyridine.